[NH4+].C1=C(C=CC(=C1O)S(=O)(=O)[O-])C m-cresol-6-sulfonic acid ammonium salt